N-methyl-5-(4-(3-(4-oxo-3-(trifluoromethyl)-4,5-dihydro-1H-pyrazolo[4,3-c]pyridin-6-yl)pyrrolidin-1-yl)piperidin-1-yl)pyridine CN1CC=CC(=C1)N1CCC(CC1)N1CC(CC1)C1=CC2=C(C(N1)=O)C(=NN2)C(F)(F)F